3',4'-dicyano-[1,1'-biphenyl]-4-carboxylic acid C(#N)C=1C=C(C=CC1C#N)C1=CC=C(C=C1)C(=O)O